FC(S(=O)(=O)[O-])(F)F.[Ag+] silver(1+) trifluoromethanesulfonate